3-isocyanopropyl-trimethoxyzirconium(IV) [N+](#[C-])CCC[Zr](OC)(OC)OC